C(#N)C=1C=NN2C1C(=CC(=C2)OCC)C=2C=CC(=NC2)N2CCC(CC2)(C)NC(C#CC2=CC=CC=C2)=O N-(1-(5-(3-cyano-6-ethoxypyrazolo[1,5-a]pyridin-4-yl)pyridin-2-yl)-4-methylpiperidin-4-yl)-3-phenylpropynoic Acid Amide